C1N(CC12CNC2)C2=CC=C(C=C2)C2=CC(=C1CN(C(C1=C2)=O)C(C(=O)NC=2SC=CN2)C2=C1N(C=N2)CCC1)F 2-[6-[4-(2,6-Diazaspiro[3.3]heptan-2-yl)phenyl]-4-fluoro-1-oxo-isoindolin-2-yl]-2-(6,7-dihydro-5H-pyrrolo[1,2-c]imidazol-1-yl)-N-thiazol-2-yl-acetamide